1-(2-amino-6-(1H-pyrazol-5-yl)pyrimidin-4-yl)pyrrolidin NC1=NC(=CC(=N1)N1CCCC1)C1=CC=NN1